FC1=CC=C(C=C1)C1=CC(=C(C=N1)CNC(C=C)=O)C1=NN(C=N1)C N-((6-(4-fluorophenyl)-4-(1-methyl-1H-1,2,4-triazol-3-yl)pyridin-3-yl)methyl)acrylamide